N'-[3-[[[(dimethylamino)carbonyl]amino]methyl]-3,5,5-trimethylcyclohexyl]-N,N'-dimethylurea CN(C(=O)NCC1(CC(CC(C1)(C)C)N(C(NC)=O)C)C)C